C(CCCCCCCCCCCCCCCCC)(=O)OCCCCCCOC(CCCCCCCCCCCCCCCCC)=O hexamethylene bisstearate